methyl 3-fluoro-5-(trifluoromethyl)picolinate FC=1C(=NC=C(C1)C(F)(F)F)C(=O)OC